(R)-(1-(1,3-dioxoisoindolin-2-yl)hex-2-yl)carbamic acid tert-butyl ester C(C)(C)(C)OC(N[C@@H](CN1C(C2=CC=CC=C2C1=O)=O)CCCC)=O